(1R,2S,5S)-3-(diphenylcarbamoyl)-8-(methyl-(quinoline-2-yl-methyl)carbamoyl)-3,8-diazabicyclo[3.2.1]octane-2-carboxylic acid C1(=CC=CC=C1)N(C(=O)N1[C@@H]([C@H]2CC[C@@H](C1)N2C(N(CC2=NC1=CC=CC=C1C=C2)C)=O)C(=O)O)C2=CC=CC=C2